(S)-tert-butyl(3-methoxy-1-oxo-1-(4-(3-(trifluoromethoxy)phenyl)piperazin-1-yl)propan-2-yl)carbamate C(C)(C)(C)OC(N[C@H](C(N1CCN(CC1)C1=CC(=CC=C1)OC(F)(F)F)=O)COC)=O